1-(7-chloro-2,6-naphthyridin-1-yl)piperidine-4-carbonitrile ClC1=NC=C2C=CN=C(C2=C1)N1CCC(CC1)C#N